INDIUM-PALLADIUM-GOLD [Au].[Pd].[In]